N-[1-[(2R,6R)-6-[[bis(4-methoxyphenyl)-phenyl-methoxy]methyl]-6-[[2-cyanoethoxy-(diisopropylamino)phosphanyl]oxymethyl]-4-isopropyl-morpholin-2-yl]-2-oxo-pyrimidin-4-yl]benzamide COC1=CC=C(C=C1)C(OC[C@@]1(O[C@H](CN(C1)C(C)C)N1C(N=C(C=C1)NC(C1=CC=CC=C1)=O)=O)COP(N(C(C)C)C(C)C)OCCC#N)(C1=CC=CC=C1)C1=CC=C(C=C1)OC